O[C@@H](C\C=C/CCCCCCCC(=O)[O-])CCCCCCS(=O)(=O)[O-].[Na+].[Na+] sodium (Z,12R)-12-hydroxy-18-sulphonatooctadec-9-enoate